N,N'-ethylenebis(oleamide) C(CNC(CCCCCCC\C=C/CCCCCCCC)=O)NC(CCCCCCC\C=C/CCCCCCCC)=O